7-bromo-1-methyl-1,3-dihydro-2λ<6>-benzo[c][1,2]thiazole-2,2-dione BrC1=CC=CC2=C1N(S(C2)(=O)=O)C